tetracosahexaenoyl-L-leucine C(C=CC=CC=CC=CC=CC=CCCCCCCCCCCC)(=O)N[C@@H](CC(C)C)C(=O)O